ClC1=C2C(=NC(=C1)SC1CCCC1)CCC2 4-chloro-2-(cyclopentylthio)-6,7-dihydro-5H-cyclopenta[b]pyridine